(S)-6-(4-Methoxybenzyl)-N-((S)-1-(5-(2-methoxychinolin-3-yl)-1H-imidazol-2-yl)-7-oxononyl)-6-azaspiro[2.5]octan-1-carboxamid COC1=CC=C(CN2CCC3(C[C@@H]3C(=O)N[C@@H](CCCCCC(CC)=O)C=3NC(=CN3)C=3C(=NC4=CC=CC=C4C3)OC)CC2)C=C1